C(#N)C1=C(C=C(C=C1)NC(C=C)=O)C N-(4-cyano-3-methylphenyl)acrylamide